N1=CC=CC2=C1C1=C(S2)C=CC=C1 Benzothienopyridine